tert-Butyl 5-bromovalerate BrCCCCC(=O)OC(C)(C)C